di((Z)-non-2-en-1-yl) 9-((4-(dimethylamino) butanoyl)oxy)heptadecanedioate CN(CCCC(=O)OC(CCCCCCCC(=O)OC\C=C/CCCCCC)CCCCCCCC(=O)OC\C=C/CCCCCC)C